CC=1CN(C(NN1)=O)NS(=O)(=O)C1=CSC=C1 N-(6-methyl-3-oxo-2,3-dihydro-1,2,4-triazin-4(5H)-yl)thiophene-3-sulfonamide